1-Methyl-2-(6-trifluoromethoxy-benzothiazol-2-ylamino)-1H-benzoimidazole-5-carboxylic acid pyrrolidin-3-ylamide hydrochloride Cl.N1CC(CC1)NC(=O)C1=CC2=C(N(C(=N2)NC=2SC3=C(N2)C=CC(=C3)OC(F)(F)F)C)C=C1